2-cyclopropyl-N-(8-fluoro-7-(2-hydroxypropan-2-yl)-2-(piperidin-4-yl)imidazo[1,2-a]pyridin-6-yl)pyrimidine-4-carboxamide C1(CC1)C1=NC=CC(=N1)C(=O)NC=1C(=C(C=2N(C1)C=C(N2)C2CCNCC2)F)C(C)(C)O